C(C)OCCCNC(COC1=C(C=C(C=C1)C1=CSC=C1)CN1CCN(CC1)C1=CC=CC=C1)=O N-(3-ethoxypropyl)-2-[2-[(4-phenyl-1-piperazinyl)methyl]-4-(3-thienyl)phenoxy]acetamide